Tri(2-methyl-1-hexyl)citrat CC(CC(C(C(C(=O)[O-])(CC(CCCC)C)CC(CCCC)C)(O)C(=O)[O-])C(=O)[O-])CCCC